(E)-1-methyl-8-(4-methoxybenzylidene)-7,8-dihydro-1H-pyrazolo[3,4-d]pyrrolo[1,2-a]pyrimidin-4(6H)-one CN1N=CC2=C1N=C/1N(C2=O)CC\C1=C/C1=CC=C(C=C1)OC